6-(4-chlorophenyl)-N-[(2R)-1-hydroxyprop-2-yl]-2-(1-methyl-1H-pyrazol-4-yl)-3-oxo-2,3-dihydropyridazine-4-carboxamide ClC1=CC=C(C=C1)C=1C=C(C(N(N1)C=1C=NN(C1)C)=O)C(=O)N[C@@H](CO)C